ClC1=CC(=C(C=C1C1=NOC(C1)(C)CO)N1C(N(C(N(C1=O)C)=S)C)=O)F 3-[4-chloro-2-fluoro-5-[5-(hydroxymethyl)-5-methyl-4H-isoxazol-3-yl]phenyl]-1,5-dimethyl-6-thioxo-1,3,5-triazine-2,4-dione